3-cyclopropyl-2-(6-methylpyridazin-4-yl)-3H-imidazo[4,5-b]pyridine-5-carbonitrile C1(CC1)N1C(=NC=2C1=NC(=CC2)C#N)C2=CN=NC(=C2)C